OC(CC1=CNC(O1)=O)CNC=1C=C(C=CC1)C 5-[2-hydroxy-3-(m-toluylamino)propyl]-1,3-oxazol-2(3H)-one